CC1(CC1)C1=CC=C(C=C1)C12CCN(CC2C1)C(=O)C1CC2(C1)NC(OC2)=O (rac)-(2s,4s)-2-(6-(4-(1-Methylcyclopropyl)phenyl)-3-azabicyclo[4.1.0]heptan-3-carbonyl)-7-oxa-5-azaspiro[3.4]octan-6-on